CN1C=CC2=CC(=CC=C12)N1/C(/SCC1=O)=N/C(=O)NC1=C(C=C(C=C1)C1=NN(C=N1)C1=CC=C(C=C1)OC(C(F)(F)F)(F)F)C (Z)-1-(3-(1-methyl-1H-indol-5-yl)-4-oxothiazolidine-2-ylidene)-3-(2-methyl-4-(1-(4-(perfluoroethoxy)phenyl)-1H-1,2,4-triazol-3-yl)phenyl)urea